6-(difluoromethyl)-2-methyl-3-(4,4,5,5-tetramethyl-1,3,2-dioxaborolan-2-yl)pyridine FC(C1=CC=C(C(=N1)C)B1OC(C(O1)(C)C)(C)C)F